2-[({2-amino-3-[(2-imino-2,3-dihydro-1,3-oxazol-3-yl)methyl]phenyl}carbamothioyl)amino]-2-[3-(trifluoromethoxy)phenyl]propyl 2,2-dimethylpropanoate CC(C(=O)OCC(C)(C1=CC(=CC=C1)OC(F)(F)F)NC(NC1=C(C(=CC=C1)CN1C(OC=C1)=N)N)=S)(C)C